CCCCCCCCCCCCCC(=O)OC[C@H](COP(=O)(O)OCCN)OC(=O)CCCCCCC/C=C\\CCCCCCCC The molecule is a 1,2-diacyl-sn-glycero-3-phosphoethanolamine in which the 1- and 2-acyl groups are specified as myristoyl and oleoyl respectively. It is a 1,2-diacyl-sn-glycero-3-phosphoethanolamine and a tetradecanoate ester. It derives from an oleic acid. It is a tautomer of a 1-myristoyl-2-oleoyl-sn-glycero-3-phosphoethanolamine zwitterion.